N(N)C1=C2N=CN(C2=NC(=N1)N1CCOCC1)C1CN(C1)C(=O)OC Methyl 3-(6-hydrazinyl-2-morpholino-9H-purin-9-yl)azetidine-1-carboxylate